FC1=C2C(NN=C(C2=C(C=C1)F)CC=1C=CC(=C(C1)C1=CC2=C(NC(=N2)NC(OC)=O)C=C1)F)=O Methyl (5-(5-((5,8-difluoro-4-oxo-3,4-dihydrophthalazin-1-yl)methyl)-2-fluorophenyl)-1H-benzoimidazol-2-yl)carbamate